NCC(=O)C1=C(C=CC(=C1)OC)OC 2-amino-1-(2,5-dimethoxyphenyl)ethane-1-one